C(C1=CC=CC=C1)[C@H]1NC(OC1)=O (R)-4-benzyl-oxazolidin-2-one